NC1=C(C=C(N=N1)C1=C(C=CC=C1)O)N1CC2CCC(C1)N2C2=CC(=NC=C2)C#CCN2C1COC(CC2)C1 2-[6-amino-5-[8-[2-[3-(6-oxa-2-azabicyclo[3.2.1]oct-2-yl)prop-1-ynyl]-4-pyridinyl]-3,8-diazabicyclo[3.2.1]oct-3-yl]pyridazin-3-yl]phenol